C1(C=CC=C1)[Zr](C[Si](C1=CC=CC=C1)(C1=CC=CC=C1)C1=CC=CC=C1)C1C=CC=C1 bis(cyclopentadienyl)(triphenylsilyl)methyl-zirconium